indium chlorine N-[(3,5-Difluoropyridin-2-yl)methyl]-2-[(3R)-3,3'-dimethyl[1,4'-bipiperidin]-1'-yl]-1,3-thiazole-5-carboxamide FC=1C(=NC=C(C1)F)CNC(=O)C1=CN=C(S1)N1CC(C(CC1)N1C[C@@H](CCC1)C)C.[Cl].[In]